(S)-3-chloro-2'-(4-chloro-3-(2-hydroxypropan-2-yl)-1H-pyrazol-1-yl)-4-((3,5-difluoropyridine-2-yl)methoxy-d2)-5',6-dimethyl-2H-[1,4'-bipyridyl]-2-one ClC=1C(N(C(=CC1OC([2H])([2H])C1=NC=C(C=C1F)F)C)C1=CC(=NC=C1C)N1N=C(C(=C1)Cl)C(C)(C)O)=O